COC(CCCC(C=O)C)(CC)C 6-methoxy-2,6-dimethyl-octanal